N-{(5R)-8-chloro-1-[trans-4-(pyridin-2-yloxy)cyclohexyl]-5,6-dihydro-4H-[1,2,4]triazolo[4,3-a][1]benzazepin-5-yl}-2,2-dimethylpropionamide ClC=1C=CC2=C(C[C@H](CC=3N2C(=NN3)[C@@H]3CC[C@H](CC3)OC3=NC=CC=C3)NC(C(C)(C)C)=O)C1